C(CCCCCCCCCCCCCCC)N[C@@H](CCC(N)=O)C(=O)O hexadecyl-L-glutamine